Rac-(1R,6S)-2,2-difluoro-6-[4-(propane-2-yl)piperazin-1-yl]cyclohexane-1-amine tri-hydrochloride Cl.Cl.Cl.FC1([C@@H]([C@H](CCC1)N1CCN(CC1)C(C)C)N)F |r|